titanium bis(oleate) C(CCCCCCC\C=C/CCCCCCCC)(=O)[O-].C(CCCCCCC\C=C/CCCCCCCC)(=O)[O-].[Ti+2]